ClC=1C=NC(=C(C(=O)NC2CCC(CC2)CN2C(N(C3=C2C=CC=C3)C=3C=NC(=CC3)OC)=O)C1)C 5-chloro-N-((1r,4r)-4-((3-(6-methoxypyridin-3-yl)-2-oxo-2,3-dihydro-1H-benzo[d]imidazol-1-yl)methyl)cyclohexyl)-2-methylnicotinamide